COC1=C(NC2=NC=3N(C(=C2)NC)N=CC3C(=O)N[C@H]3C(N(CC3)C)=O)C=CC=C1 |r| 5-(2-methoxyanilino)-7-(methylamino)-N-[rac-1-methyl-2-oxo-pyrrolidin-3-yl]pyrazolo[1,5-a]pyrimidine-3-carboxamide